rac-N-[(2-aminoquinolin-7-yl)methyl]-N-[3-(1-hydroxy-ethyl)-1-methyl-1H-pyrazol-4-yl]acetamide NC1=NC2=CC(=CC=C2C=C1)CN(C(C)=O)C=1C(=NN(C1)C)[C@@H](C)O |r|